5-((2,6-di-chlorobenzyl)oxy)-3,3-dimethyl-2,3-dihydro-1H-inden-1-one ClC1=C(COC=2C=C3C(CC(C3=CC2)=O)(C)C)C(=CC=C1)Cl